C(C1=CC=CC=C1)N1N=C2C(N(CCC2=C1Cl)C(COC1=NC=C(C#N)C=C1)C)=O 6-(2-(2-benzyl-3-chloro-7-oxo-2,4,5,7-tetrahydro-6H-pyrazolo[3,4-c]pyridin-6-yl)propoxy)nicotinonitrile